N-(2-cyclopropyl-4-iodo-5-methylphenyl)-N-[2-(oxolan-2-yl)-1H-imidazo[4,5-b]pyridin-5-yl]but-2-ynamide C1(CC1)C1=C(C=C(C(=C1)I)C)N(C(C#CC)=O)C1=CC=C2C(=N1)N=C(N2)C2OCCC2